C(C)OC(=O)C=1C(=NC(=NC1)C=1C(=NC=NC1OC)C1CC1)N(NC(=O)OC(C)(C)C)CC1=CC=C(C=C1)C=1N(C=C(N1)C(F)(F)F)C(C)C 4-(2-(tert-butoxycarbonyl)-1-(4-(1-isopropyl-4-(trifluoromethyl)-1H-imidazol-2-yl)benzyl)hydrazino)-4'-cyclopropyl-6'-methoxy-[2,5'-bipyrimidine]-5-carboxylic acid ethyl ester